COC[C@@H]1[C@H](C1)N1C(C2=CC=CC=C2C1=O)=O 2-((1s,2s)-2-(methoxymethyl)cyclopropyl)isoindoline-1,3-dione